2-(2-Phenyl-1,2,3,4-tetrahydroquinoline-6-yl)acetic acid C1(=CC=CC=C1)C1NC2=CC=C(C=C2CC1)CC(=O)O